2-Amino-4-(3-((S)-3-(dimethylamino)pyrrolidin-1-yl)-5-fluoro-1-(((R)-1-methyl-2-oxopiperidin-3-yl)amino)-7,9-dihydrofuro[3,4-f]quinazolin-6-yl)-5-fluorobenzo[b]thiophene-3-carbonitrile NC1=C(C2=C(S1)C=CC(=C2C=2C1=C(C=3C(=NC(=NC3C2F)N2C[C@H](CC2)N(C)C)N[C@H]2C(N(CCC2)C)=O)COC1)F)C#N